1'-(3-(2,3-dichlorophenyl)imidazo[1,5-a]pyrazin-8-yl)-3-fluoro-5,7-dihydrospiro[cyclopenta[b]pyridine-6,4'-piperidine]-7-amine ClC1=C(C=CC=C1Cl)C1=NC=C2N1C=CN=C2N2CCC1(CC2)CC=2C(=NC=C(C2)F)C1N